4-(Cyclohexylamino)-N-methyl-3-(pyridin-2-yl)benzenesulfonamide C1(CCCCC1)NC1=C(C=C(C=C1)S(=O)(=O)NC)C1=NC=CC=C1